1-((3R,4R)-4-fluorotetrahydrofuran-3-yl)-N-((5-phenyl-1,3,4-thiadiazol-2-yl)methyl)-1H-1,2,3-triazole-4-carboxamide F[C@@H]1[C@@H](COC1)N1N=NC(=C1)C(=O)NCC=1SC(=NN1)C1=CC=CC=C1